5-bromo-2-(isobutyryloxy)-3-((pyridin-3-ylimino)methyl)phenyl nicotinate C(C1=CN=CC=C1)(=O)OC1=C(C(=CC(=C1)Br)C=NC=1C=NC=CC1)OC(C(C)C)=O